(R)-1-BOC-3-aminopiperidine C(=O)(OC(C)(C)C)N1C[C@@H](CCC1)N